ClC=1C(=CC(=NC1)NC(=O)[C@@H]1C[C@@H](CCC1)NC(OCC1C(C1)(F)F)=O)C1=CC2=C(N(N=C2C(=C1)F)C)C(C)C (2,2-difluorocyclopropyl)methyl ((1R,3S)-3-((5-chloro-4-(7-fluoro-3-isopropyl-2-methyl-2H-indazol-5-yl)pyridin-2-yl)carbamoyl)cyclohexyl)carbamate